(R)-N-((3-cyano-5-fluoro-4-(((R)-4-(3-fluoroazetidin-1-yl)-1-(4-fluorophenoxy)butan-2-yl)oxy)phenyl)sulfonyl)-2-methyltetrahydro-2H-pyran-2-carboxamide C(#N)C=1C=C(C=C(C1O[C@@H](COC1=CC=C(C=C1)F)CCN1CC(C1)F)F)S(=O)(=O)NC(=O)[C@@]1(OCCCC1)C